3,5-bis(tri-fluoromethyl)phenol FC(C=1C=C(C=C(C1)C(F)(F)F)O)(F)F